C(C)OC1=C2CN(C(C2=C(C=C1)C(F)(F)F)=O)C1C(NC(CC1)=O)=O 3-(4-ethoxy-1-oxo-7-(trifluoromethyl)isoindolin-2-yl)piperidine-2,6-dione